6-anilino-3,4-dihydroisoquinoline N(C1=CC=CC=C1)C=1C=C2CCN=CC2=CC1